(2-fluoro-5-methanesulfonylphenyl)-4-(trifluoromethyl)-1H-pyrazole-5-carboxamide FC1=C(C=C(C=C1)S(=O)(=O)C)N1N=CC(=C1C(=O)N)C(F)(F)F